C1=CC=CC=2C3=CC=CC=C3C(C12)COC(=O)N[C@H](C(=O)O)CCC1=C(C=CC=C1)NC(=O)OC(C)(C)C (S)-2-((((9H-fluoren-9-yl)methoxy)carbonyl)amino)-4-(2-((tert-butoxycarbonyl)amino)phenyl)butanoic acid